spiro[cyclopentane-1,3'-pyrrolo[2,3-c]pyridin]-2'(1'H)-one N1C(C2(C=3C1=CN=CC3)CCCC2)=O